FC1CN(CCC1C(=O)N1CCOC2=C(C1)C=NC=C2C#N)C=2C=1N(C=CN2)N=CN1 Racemic-4-[3-fluoro-1-([1,2,4]triazolo[1,5-a]pyrazin-8-yl)piperidine-4-carbonyl]-3,5-dihydro-2H-pyrido[3,4-f][1,4]oxazepine-9-Formonitrile